1-(2,2-difluoroethyl)-1H-pyrazole-3-carboxamide FC(CN1N=C(C=C1)C(=O)N)F